3-(3-((((9H-fluoren-9-yl)methoxy)carbonyl)amino)-4-chlorothiophene-2-yl)propionic acid C1=CC=CC=2C3=CC=CC=C3C(C12)COC(=O)NC1=C(SC=C1Cl)CCC(=O)O